4-((2s,5r)-4-propenoyl-2,5-dimethylpiperazin-1-yl)-7-(2-amino-5,6-difluoro-3-methylphenyl)-6-chloro-1-(2-isopropyl-4-(methylsulfanyl)pyridin-3-yl)pyrido[2,3-d]pyrimidin-2(1H)-one C(C=C)(=O)N1C[C@@H](N(C[C@H]1C)C=1C2=C(N(C(N1)=O)C=1C(=NC=CC1SC)C(C)C)N=C(C(=C2)Cl)C2=C(C(=CC(=C2F)F)C)N)C